N-(3-chloro-5-(methylsulfonamido)phenyl)-5-(5-morpholinopyridin-2-yl)-1-(2,2,2-trifluoroethyl)-1H-pyrrole-3-carboxamide ClC=1C=C(C=C(C1)NS(=O)(=O)C)NC(=O)C1=CN(C(=C1)C1=NC=C(C=C1)N1CCOCC1)CC(F)(F)F